2,6-Anhydro-4-(5-bromo-3-cyano-2H-indazol-2-yl)-3,4,5-trideoxy-5-(3-methylbutanamido)-D-glycero-D-galacto-non-2-enonic acid BrC1=CC2=C(N(N=C2C=C1)[C@H]1C=C(C(=O)O)O[C@H]([C@@H]1NC(CC(C)C)=O)[C@H](O)[C@H](O)CO)C#N